tert-butyl 2-(4-(2-methoxyphenyl)-6-methylnicotinamido)-6,7-dihydrothiazolo[4,5-c]pyridine-5(4H)-carboxylate COC1=C(C=CC=C1)C1=CC(=NC=C1C(=O)NC=1SC2=C(CN(CC2)C(=O)OC(C)(C)C)N1)C